OCC1([C@@H](O)[C@H](O)[C@H](O)CO1)N[C@@H](CC1=CNC2=CC=CC=C12)C(=O)O fructopyranosyl-tryptophan